ethyl 6-fluoro-5,7-dihydroxy-pyrazolo[1,5-a]pyrimidine-3-carboxylate FC=1C(=NC=2N(C1O)N=CC2C(=O)OCC)O